C1=C(C=CC2=CC=CC=C12)C(=O)N[C@@H](C(=O)N1[C@@H](C[C@@H](C1)N1N=NC=C1C(C)(C)O)C(=O)N[C@]1(CCOCCC1)C(C(=O)N)=O)CC1CCCCC1 |o1:33| (2S,4S)-1-((R)-2-(2-naphthamido)-3-cyclohexylpropanoyl)-N-((R or S)-4-(2-amino-2-oxoacetyl)oxepan-4-yl)-4-(5-(2-hydroxypropan-2-yl)-1H-1,2,3-triazol-1-yl)pyrrolidine-2-carboxamide